N-[4-(7-morpholinoquinazolin-5-yl)oxy-cyclohexyl]furo[3,2-d]pyrimidin-4-amine O1CCN(CC1)C1=CC(=C2C=NC=NC2=C1)OC1CCC(CC1)NC=1C2=C(N=CN1)C=CO2